Benzyl ((S)-1-(((S)-4-methyl-1-(((S,E)-4-(methylsulfonyl)-1-((S)-2-oxopyrrolidin-3-yl)but-3-en-2-yl)amino)-1-oxopentan-2-yl)amino)-3-(naphthalen-1-yl)-1-oxopropan-2-yl)carbamate CC(C[C@@H](C(=O)N[C@@H](C[C@H]1C(NCC1)=O)\C=C\S(=O)(=O)C)NC([C@H](CC1=CC=CC2=CC=CC=C12)NC(OCC1=CC=CC=C1)=O)=O)C